S1N=NC=C1C1=CC2=C(C(=N1)OCCOCCCCNCC=1C=C(OCCO)C=C(C1)OC(F)(F)F)C=NN2 2-(3-(((4-(2-((6-(1,2,3-thiadiazol-5-yl)-1H-pyrazolo[4,3-c]pyridin-4-yl)oxy)ethoxy)butyl)amino)methyl)-5-(trifluoromethoxy)phenoxy)ethan-1-ol